[Rh+].C1(=CC=CC=C1)P(C1=CC=CC=C1)C1=CC=CC=C1.[Rh+3] rhodium (triphenylphosphine) rhodium (I)